tert-butyl (3R)-3-methyl-3-(4-nitrophenoxy)carbonyloxy-pyrrolidine-1-carboxylate C[C@@]1(CN(CC1)C(=O)OC(C)(C)C)OC(=O)OC1=CC=C(C=C1)[N+](=O)[O-]